3-amino-N-{4-[(3S)-3-aminopiperidin-1-yl]-(7S)-7-hydroxy-6,7-dihydro-5H-cyclopenta[b]pyridin-3-yl}-6-(2,6-difluorophenyl)-5-fluoropyridine-2-carboxamide NC=1C(=NC(=C(C1)F)C1=C(C=CC=C1F)F)C(=O)NC=1C(=C2C(=NC1)[C@H](CC2)O)N2C[C@H](CCC2)N